C(C1=C(N(OC2CC2)OC2CC2)C=CC=C1)C1=C(N(OC2CC2)OC2CC2)C=CC=C1 methylenebis(N,N-dicyclopropyloxyaniline)